tert-butyl 3-(6-((S)-chroman-4-ylcarbamoyl)benzo[d]thiazol-2-yl)-2,5-dihydro-1H-pyrrole-1-carboxylate O1CC[C@@H](C2=CC=CC=C12)NC(=O)C1=CC2=C(N=C(S2)C=2CN(CC2)C(=O)OC(C)(C)C)C=C1